FC1(CCC(CC1)C(NC(=O)C1=NN(C=C1)C(C([2H])([2H])[2H])([2H])[2H])C=1OC2=C(N1)C=C(C=C2)C(COC)N2C(NC(C2)C(F)(F)F)=O)F N-((4,4-difluorocyclohexyl)(5-(2-methoxy-1-(2-oxo-4-(trifluoromethyl)imidazolidin-1-yl)ethyl)benzo[d]oxazol-2-yl)methyl)-1-(ethyl-d5)-1H-pyrazole-3-carboxamide